CS(=O)(=O)NC1=C(C=C(C=N1)B(O)O)C(F)(F)F (6-(methylsulfonamido)-5-(trifluoromethyl)pyridin-3-yl)boronic acid